4-carboxy-5,8,11-tris(carboxymethyl)-1-phenyl-2-oxa-5,8,11-triazatridecan C(=O)(O)C(COCC1=CC=CC=C1)N(CCN(CCN(CC)CC(=O)O)CC(=O)O)CC(=O)O